CN1C(C2=CC=CC(=C2C=C1)C(=O)C=1N=NN(C1)C1CC12CC2)=O 2-Methyl-5-[1-(spiro[2.2]pentan-1-yl)-1H-1,2,3-triazole-4-carbonyl]isoquinolin-1(2H)-one